C(#N)C=1C=2CCCC2C(=C2CCCC12)NC(OCC(Cl)(Cl)Cl)=O 2,2,2-Trichloroethyl (8-cyano-1,2,3,5,6,7-hexahydro-s-indacen-4-yl)carbamate